(3-hydroxypropyl)(3-phenylpropyl)carbamic acid tert-butyl ester C(C)(C)(C)OC(N(CCCC1=CC=CC=C1)CCCO)=O